C(C)C(CC(C)N)(N)CC diethyl-1,3-diaminobutane